4-methyl-dihydro-azulen CC=1C2=CCCC2=CC=CC1